(+-)-2-Methyl-3-[4-(2-methyl-2-propyl)phenyl]propanal C[C@@H](C=O)CC1=CC=C(C=C1)C(C)(C)C |r|